OCC1([C@@H](O)[C@H](O)[C@H](O1)CO)N[C@@H](CC1=CNC2=CC=CC=C12)C(=O)O fructosyl-tryptophan